CC1=CC=CC(=N1)C1=NC=CC(=N1)NC1=NC(=NC=C1)NC=1C=C(C(=O)O)C=CC1 3-[[4-[[2-(6-methyl-2-pyridyl)pyrimidin-4-yl]amino]pyrimidin-2-yl]amino]benzoic acid